2-Methyl-4-((4-oxocyclohexyl)oxy)thiazole-5-carboxylic acid CC=1SC(=C(N1)OC1CCC(CC1)=O)C(=O)O